FC(C(=O)O)(F)F.NCCCCNC(=O)C1=CC=C(C=C1)NC(=O)C1=CC=C(CN(C(=O)C=2C=CC3=C(OCC(N3)=O)C2)C2CC2)C=C1 N-(4-((4-((4-aminobutyl)carbamoyl)phenyl)carbamoyl)benzyl)-N-cyclopropyl-3-oxo-3,4-dihydro-2H-benzo[b][1,4]oxazine-7-carboxamide 2,2,2-trifluoroacetate